BrCC1=C(C=C(S1)C#N)F 5-(bromomethyl)-4-fluoro-thiophene-2-carbonitrile